C(C)(C)C=1C(=NNC1C=1C=C(C=2N(C1)N=CN2)C)C2=CC=C(CNC1CC1)C=C2 N-(4-(4-isopropyl-5-(8-methyl-[1,2,4]triazolo[1,5-a]pyridin-6-yl)-1H-pyrazol-3-yl)benzyl)cyclopropanamine